3-((2-(2,6-dioxopiperidin-3-yl)-1,3-dioxoisoindolin-4-yl)amino)propyl methanesulfonate CS(=O)(=O)OCCCNC1=C2C(N(C(C2=CC=C1)=O)C1C(NC(CC1)=O)=O)=O